(1,5-Dimethylpyrrolidin-2-yl)acetic acid methyl ester COC(CC1N(C(CC1)C)C)=O